FC(C1=CC=C(CON=C2CC(C2)(C2=CC=CC=C2)C)C=C1)(F)F 3-methyl-3-phenylcyclobutan-1-one O-(4-(trifluoromethyl)benzyl) oxime